(8aR)-7-(3-chloro-2-fluoro-6-(1H-tetrazol-1-yl)phenyl)-3-(5-(3-fluoro-2-(hydroxymethyl)pyridin-4-yl)-1H-imidazol-2-yl)hexahydroindolizin-5(1H)-one ClC=1C(=C(C(=CC1)N1N=NN=C1)C1CC(N2C(CC[C@@H]2C1)C=1NC(=CN1)C1=C(C(=NC=C1)CO)F)=O)F